C(C(=O)O)(=O)O.C1NCC12CNC(C2)=O 2,6-diazaspiro[3.4]octan-7-one oxalate salt